NC=1N=C(C(=NC1N)Cl)Cl 5,6-diamino-2,3-dichloropyrazine